2-fluoro-6-methyl-4-(tetramethyl-1,3,2-dioxaborolan-2-yl)benzamide FC1=C(C(=O)N)C(=CC(=C1)B1OC(C(O1)(C)C)(C)C)C